tert-butyl {4-[(2-(1-cyclohexylethoxy)-4-{3-[1-(1-ethoxyethoxy)ethyl]-4-methyl-5-oxo-4,5-dihydro-1H-1,2,4-triazol-1-yl}-5-fluorobenzoyl)amino]-3-methylphenyl}carbamate C1(CCCCC1)C(C)OC1=C(C(=O)NC2=C(C=C(C=C2)NC(OC(C)(C)C)=O)C)C=C(C(=C1)N1N=C(N(C1=O)C)C(C)OC(C)OCC)F